C(C)C=1C(NC=2C=C(C=NC2C1)C(N1CCN(CC1)C=1C=CC(=NC1)C(=O)NC([2H])([2H])[2H])([2H])[2H])=O 5-(4-((7-Ethyl-6-oxo-5H-1,5-naphthyridin-3-yl)methyl-d2)piperazin-1-yl)-N-(methyl-d3)pyridine-2-carboxamide